(2-bromo-4-chlorophenyl)-(4,4-difluoropiperidin-1-yl)methanone BrC1=C(C=CC(=C1)Cl)C(=O)N1CCC(CC1)(F)F